(23Z,26Z)-3-(2-hydroxyethyl)-11,11-dimethyl-13-pentadecyl-10,12,14-trioxa-3-aza-11-siladotriaconta-23,26-dien-1-ol OCCN(CCO)CCCCCCO[Si](OC(OCCCCCCCC\C=C/C\C=C/CCCCC)CCCCCCCCCCCCCCC)(C)C